O1CCC(CC1)C1=CC=C2C(=NC=NN21)N 7-(tetrahydro-2H-pyran-4-yl)pyrrolo[2,1-f][1,2,4]triazin-4-amine